N1N=CN=C1C1=CC=C(C=N1)N1C=CC=2C1=NC=C(C2)C(=O)OCC ethyl 1-(6-(1H-1,2,4-triazol-5-yl) pyridin-3-yl)-1H-pyrrolo[2,3-b]pyridine-5-carboxylate